N,N-dicyclohexylcarbamate C1(CCCCC1)N(C([O-])=O)C1CCCCC1